N-(4-(4-amino-7-methyl-5-(4-(6-methylpyridin-2-yloxy)phenyl)-7H-pyrrolo[2,3-d]pyrimidin-6-yl)-2-methoxyphenyl)methacrylamide NC=1C2=C(N=CN1)N(C(=C2C2=CC=C(C=C2)OC2=NC(=CC=C2)C)C2=CC(=C(C=C2)NC(C(=C)C)=O)OC)C